N1(CCCCC1)C(=O)OC[C@H]1O[C@@]([C@@H]([C@@H]1OC(C)=O)OC(C)=O)(C#N)C1=CC=C2C(=NC=NN21)N [(2R,3R,4R,5R)-3,4-diacetoxy-5-(4-aminopyrrolo[2,1-f][1,2,4]triazin-7-yl)-5-cyano-tetrahydrofuran-2-yl]methyl piperidine-1-carboxylate